morpholine lithium salt [Li].N1CCOCC1